[Na+].C(CCCCCCCCC(=O)O)(=O)[O-] sebacic acid monosodium salt